7-chloro-1-methyl-2-oxo-1,2-dihydroquinolin-3-carbonitrile ClC1=CC=C2C=C(C(N(C2=C1)C)=O)C#N